NCC(CCN)(C)C 1,4-diamino-2,2-dimethylbutane